(R)-N-(5-(2,2-dimethyl-2,3-dihydro-[1,4]dioxino[2,3-b]pyridin-6-yl)-4-((3-(3-methoxypyrrolidin-1-yl)-6-(methylsulfonyl)pyridin-2-yl)amino)pyridin-2-yl)acetamide CC1(OC=2C(=NC(=CC2)C=2C(=CC(=NC2)NC(C)=O)NC2=NC(=CC=C2N2C[C@@H](CC2)OC)S(=O)(=O)C)OC1)C